N-(1-(3-(4-cinnamylphenoxy)propyl)piperidin-4-yl)-N-methylethylsulfonamide C(C=CC1=CC=CC=C1)C1=CC=C(OCCCN2CCC(CC2)N(S(=O)(=O)CC)C)C=C1